2-(4-bromo-3-methylphenyl)-2-hydroxyacetonitrile BrC1=C(C=C(C=C1)C(C#N)O)C